tert-butyl 4-[2-[2-(2-aminophenoxy)ethoxy]ethoxy]piperidine-1-carboxylate NC1=C(OCCOCCOC2CCN(CC2)C(=O)OC(C)(C)C)C=CC=C1